(S)-9,10-difluoro-3-methyl-8-nitro-7-oxo-2,3-dihydro-7H-[1,4]oxazino[2,3,4-ij]quinoline-6-carboxylic acid FC=1C(=C2C(C(=CN3C2=C(C1F)OC[C@@H]3C)C(=O)O)=O)[N+](=O)[O-]